C1(=CC=CC=C1)CNC(C(=O)O)C(C(C)C)(F)F 2-(Phenylmethylamino)-3,3-difluoro-4-methylpentanoic acid